4-(benzyloxy)-2-hydrazinopyridine C(C1=CC=CC=C1)OC1=CC(=NC=C1)NN